C(C)(C)(CC)C1=C(C(=CC(=C1)C)C(C)(C)CC)O 2,6-di-tert-pentyl-4-methylphenol